methyl (2S)-2-[[(2R)-4-amino-2-(octanoylamino)-4-oxo-butyl]-benzyloxycarbonyl-amino]propanoate NC(C[C@H](CN([C@H](C(=O)OC)C)C(=O)OCC1=CC=CC=C1)NC(CCCCCCC)=O)=O